CN1N=CC2=C(C=CC=C12)[N+](=O)[O-] 1-Methyl-4-nitro-1H-indazole